C(C)(C)C1=CC=C(O[C@H]2[C@@H](CN(CC2)C2=CC(N(C=3C=CC(=NC23)C#N)C)=O)C)C=C1 8-((3R,4R)-4-(4-isopropylphenoxy)-3-methylpiperidin-1-yl)-5-methyl-6-oxo-5,6-dihydro-1,5-naphthyridine-2-carbonitrile